FC(C1=NC=CC(=C1)OC1CN(C1)C=1N=C(C2=C(N1)C(N(C(=N2)C(F)(F)F)C)=O)C2=C(C=C(C#N)C=C2)F)F 4-(2-(3-((2-(difluoromethyl)pyridin-4-yl)oxy)azetidin-1-yl)-7-methyl-8-oxo-6-(trifluoromethyl)-7,8-dihydropyrimido[5,4-d]pyrimidin-4-yl)-3-fluorobenzonitrile